NC1=NC=C(C=C1C=1C=C2CNC(C2=CC1)=O)C=1C=NN(C1)C1CCN(CC1)C 5-(2-amino-5-(1-(1-methylpiperidin-4-yl)-1H-pyrazol-4-yl)pyridin-3-yl)isoindolin-1-one